ClC1=C(C(=O)N[C@@H]2CN(C[C@@H]2F)C(C2=CC=C(C=C2)F)=O)C=CC(=C1)F 2-chloro-4-fluoro-N-[(3R,4S)-4-fluoro-1-(4-fluorobenzoyl)pyrrolidin-3-yl]benzamide